C1(CC1)C1=C(C(N(C(=C1)C1=CC=CC=C1)C)=O)C#N 4-cyclopropyl-1-methyl-2-Oxo-6-phenyl-1,2-dihydropyridine-3-carbonitrile